Methyl 8-hydroxy-5-iodoquinoline-2-carboxylate OC=1C=CC(=C2C=CC(=NC12)C(=O)OC)I